tert-Butyl 4-(7-vinyl-[1,2,4]triazolo[1,5-a]pyridin-6-yl)-3,6-dihydropyridine-1(2H)-carboxylate C(=C)C1=CC=2N(C=C1C=1CCN(CC1)C(=O)OC(C)(C)C)N=CN2